COC=1C=C(C=CC1OC)[C@@H](C1CCN(CC1)C(=O)C=1C=CC2=C(NC(CO2)=O)C1)C1=CC=C(C=C1)F |o1:10| 6-[4-[(S or R)-(3,4-Dimethoxyphenyl)-(4-fluorophenyl)methyl]piperidine-1-carbonyl]-4H-1,4-benzoxazin-3-one